(S)-2-((2-(4-(2-(methylamino)-2-oxoethyl)-2,6-difluorophenyl)-7-methylimidazo[1,2-a]pyridin-3-yl)methyl)morpholine-4-carboxylic acid methyl ester COC(=O)N1C[C@@H](OCC1)CC1=C(N=C2N1C=CC(=C2)C)C2=C(C=C(C=C2F)CC(=O)NC)F